C(C)OC1=NC(=CC(=C1)C1=NC(=C(C(=C1)N(C)CC(COC)(C)C)N)N)C(F)(F)F 2'-Ethoxy-N4-(3-methoxy-2,2-dimethylpropyl)-N4-methyl-6'-(trifluoromethyl)[2,4'-bipyridin]-4,5,6-triamine